COC1=NC=CC(=C1)N1C[C@H]2CC[C@@H](C1)C2NC(OC(C)(C)C)=O tert-Butyl N-[(1R,5S,8s)-3-(2-methoxy-4-pyridyl)-3-azabicyclo[3.2.1]octan-8-yl]carbamate